O1C=CC2=C1C=CC(=C2)C=2C(=NC(=CN2)Cl)N2C(CC(CC2)C(=O)OC)C methyl 1-(3-(benzofuran-5-yl)-6-chloro-pyrazin-2-yl)-2-methylpiperidine-4-carboxylate